3-(((S)-tert-butylsulfinyl)amino)-2,2-difluoro-3-(3-fluorophenyl)propionic acid C(C)(C)(C)[S@](=O)NC(C(C(=O)O)(F)F)C1=CC(=CC=C1)F